O=C1NC(CCC1N1C(C2=CC=CC(=C2C1=O)OCCOCC(=O)OC(C)(C)C)=O)=O tert-butyl 2-[2-[2-(2,6-dioxo-3-piperidyl)-1,3-dioxo-isoindolin-4-yl]oxyethoxy]acetate